C1(CCCCC1)P(CC1=CC=CC=C1)CC1=CC=CC=C1 cyclohexyldibenzylphosphine